6-chloro-N-(2,4-dimethoxybenzyl)-2-((1-methyl-1H-pyrazol-3-yl)methyl)-2H-[1,2,3]triazolo[4,5-c]pyridin-4-amine ClC1=CC=2C(C(=N1)NCC1=C(C=C(C=C1)OC)OC)=NN(N2)CC2=NN(C=C2)C